C(#N)[C@@H](C[C@@H]1C(NCCC1)=O)NC(=O)[C@@H]1N(C[C@@H]2[C@H]1CC(C2)(F)F)C(=O)C=2NC1=C(C(=CC(=C1C2)F)C)Cl (1R,3aS,6aR)-N-((R)-1-cyano-2-((R)-2-oxopiperidin-3-yl)ethyl)-2-(4-fluoro-6-methyl-7-chloro-1H-indole-2-carbonyl)-5,5-difluorooctahydrocyclopenta[c]pyrrole-1-carboxamide